5-(4,4,5,5-tetramethyl-1,3,2-dioxaborolan-2-yl)-3-thiophenecarbonitrile CC1(OB(OC1(C)C)C1=CC(=CS1)C#N)C